2-(4-(5-chloro-2-(4-chloro-1H-1,2,3-triazol-1-yl)phenyl)-2,5-dioxopiperazin-1-yl)-3-(2-fluorophenyl)-N-(2-methyl-2H-indazol-5-yl)propanamide ClC=1C=CC(=C(C1)N1CC(N(CC1=O)C(C(=O)NC1=CC2=CN(N=C2C=C1)C)CC1=C(C=CC=C1)F)=O)N1N=NC(=C1)Cl